1-(tert-butyl) 3-methyl (S)-4-(4-((tert-butoxycarbonyl)amino)-3'-cyclopropyl-5'-(trifluoromethyl)-[1,1'-biphenyl]-3-carbonyl)piperazine-1,3-dicarboxylate C(C)(C)(C)OC(=O)NC1=C(C=C(C=C1)C1=CC(=CC(=C1)C(F)(F)F)C1CC1)C(=O)N1[C@@H](CN(CC1)C(=O)OC(C)(C)C)C(=O)OC